C(C)(C)(C)N1N=C(C=2C1=NC(=CC2C(F)(F)F)C2=CC=C(C=C2)SC)C (tert-butyl)-3-methyl-6-(4-(methylthio)phenyl)-4-(trifluoromethyl)-1H-pyrazolo[3,4-b]pyridine